CS(=O)(=O)N1CCC2=CC=C(C=C12)C(=O)NCC1=NC=C2C=CC(=NC2=C1)N1CCN(CC1)C=1N=NC=CC1 1-(methyl-sulfonyl)-N-((2-(4-(pyridazin-3-yl)piperazin-1-yl)-1,6-naphthyridin-7-yl)methyl)indoline-6-carboxamide